C(C)OC(C1=NN=C2N1C=C(N=C2)C=2C=NC(=CC2)O[C@@H](CC)C(F)(F)F)(F)F 3-[ethoxy(difluoro)methyl]-6-[6-[(1S)-1-(trifluoromethyl)propoxy]-3-pyridyl]-[1,2,4]triazolo[4,3-a]pyrazine